D-1,2-epoxybutane C1[C@@H](CC)O1